Cl.CC=1ON=C2C=3N(CCCC21)N=C2C3CNCC2 3-Methyl-5,6,9,10,11,12-hexahydro-4H-[1,2]oxazolo[3,4-c]pyrido[4',3':3,4]pyrazolo[1,5-a]-azepine hydrochloride